NC1=C(C=CC(=C1)OC)NC(N(C)CCN(C(=O)N1C=CC2=C1N=CN=C2N(C)[C@H]2CN(CC[C@H]2C)C(CC#N)=O)C)=O N-(2-(3-(2-amino-4-methoxyphenyl)-1-methylureido)ethyl)-4-(((3R,4R)-1-(2-cyanoacetyl)-4-methylpiperidin-3-yl)(methyl)amino)-N-methyl-7H-pyrrolo[2,3-d]pyrimidine-7-carboxamide